NC=1C=C(C2=CCC(N)(C=C2)N)C=CC1N 3',4-Diaminobenzidine